(1S)-2-[4,6-bis(trifluoromethyl)-1,3,5-triazin-2-yl]-1-(2-methylpropyl)-2,3,4,9-tetrahydro-1H-pyrido[3,4-b]indole FC(C1=NC(=NC(=N1)C(F)(F)F)N1[C@H](C=2NC3=CC=CC=C3C2CC1)CC(C)C)(F)F